C(#N)CC1(CC1)CN1C=NC=C1 3-((1-(cyanomethyl)cyclopropyl)methyl)-3H-imidazol